BrC=1C2=C(N(C(CC1C(=O)O)=O)CC1=CC(=C(C=C1)C)F)C(=CC=C2)F 5-bromo-9-fluoro-1-(3-fluoro-4-methylbenzyl)-2-oxo-2,3-dihydro-1H-benzo[b]azepine-4-carboxylic acid